dimethyl(((3S,5R)-5-methyl-1-(2-(6-(trifluoromethoxy)imidazo[1,2-a]pyridin-3-yl)pyrimidin-4-yl)piperidin-3-yl)imino)-λ6-sulfanone CS(=O)(=N[C@@H]1CN(C[C@@H](C1)C)C1=NC(=NC=C1)C1=CN=C2N1C=C(C=C2)OC(F)(F)F)C